(S)-2-(4-(4-((4-chloro-2-fluorobenzyl)oxy)thiazol-5-yl)-3-fluorobenzyl)-1-(oxetan-2-ylmethyl)-1H-benzo[d]imidazole-6-carboxylic acid ClC1=CC(=C(COC=2N=CSC2C2=C(C=C(CC3=NC4=C(N3C[C@H]3OCC3)C=C(C=C4)C(=O)O)C=C2)F)C=C1)F